C1COCCN1CCO/N=C\C2=C(N=CN=C2NC3=CC(=C(C=C3)OCC4=CC=CC=C4)Cl)N.Cl 5E-4-Amino-6-(4-benzyloxy-3-chlorophenylamino)pyrimidine-5-carboxaldehyde N-(2-morpholin-4-ylethyl) oxime hydrochloride